3a,4,5,6,7,7a-hexahydro-1H-4,7-methanoinden-6-yl pivalate C(C(C)(C)C)(=O)OC1CC2C3C=CCC3C1C2